N1(CCC=C1)C(=O)O dihydro-pyrrole-1-carboxylic acid